C(C)(C)(C)OC(=O)N[C@@H](C(=O)OC)CCCOC1=C(C(=C(C=C1)Cl)Cl)CC=1C=NN2C1N=CN=C2N(C2=CC=CC=C2)C methyl (R)-2-((tert-butoxycarbonyl)amino)-5-(3,4-dichloro-2-((4-(methyl(phenyl)amino)pyrazolo[1,5-a][1,3,5]triazin-8-yl)methyl)phenoxy)pentanoate